6-tert-butyl-p-methylphenol C(C)(C)(C)C1=CC(=CC=C1O)C